FN=NN Fluorotriazene